C1(CC1)C=1NC(=NN1)C1CC2(CN(C2)C(=O)N2CC3(C2)CC(C3)CC3=CC=C(C=C3)S(=O)(=O)C)C1 [6-(5-cyclopropyl-4H-1,2,4-triazol-3-yl)-2-azaspiro[3.3]heptan-2-yl]-[6-[(4-methylsulfonylphenyl)methyl]-2-azaspiro[3.3]heptan-2-yl]methanone